BrC=1C(=C(C=C(C1C(=O)C1=C(C=CC(=C1)F)Cl)[N+](=O)[O-])CN(CC(F)F)C(=O)OC(C)(C)C)OC 2-methylpropan-2-yl [({3-bromo-4-[(2-chloro-5-fluorophenyl) carbonyl]-2-methoxy-5-nitrophenyl} methyl) (2,2-difluoroethyl) amino]carboxylate